CN(CCN(C1=C(C=C(C(=C1)OC)NC1=NC=NC(=C1)N1CC(C2=NC(=C(C=C21)C)C)(C)C)NC(C=C)=O)C)C N-(2-((2-(dimethylamino)ethyl)(methyl)amino)-4-methoxy-5-((6-(3,3,5,6-tetramethyl-2,3-dihydro-1H-pyrrolo[3,2-b]pyridin-1-yl)pyrimidin-4-yl)amino)phenyl)acrylamide